COC1=C(CNC2=NC=CC3=CC=C(C=C23)C#N)C=CC(=C1)OC 1-((2,4-dimethoxybenzyl)amino)isoquinoline-7-carbonitrile